C(=O)=NC=O carbonyl-formamide